C(C)P(C1=CC(=C(C=C1)NCC#CC1=C(C2=C(S1)C(=CC=C2)NC2C(CN(CC2)C)F)CC(F)(F)F)OC)(CC)=O diethyl(4-((3-(7-(((Z)-3-fluoro-1-methylpiperidin-4-yl)amino)-3-(2,2,2-trifluoroethyl)benzo[b]thiophen-2-yl)prop-2-yn-1-yl)amino)-3-methoxyphenyl)phosphine oxide